2-(4,4,5,5-tetramethyl-1,3,2-dioxaborolan-2-yl)-Biphenyl CC1(OB(OC1(C)C)C1=C(C=CC=C1)C1=CC=CC=C1)C